(4S)-N-[(4S)-2,2-dimethylchroman-4-yl]-4-(2-imino-4,4-dimethyl-6-oxo-hexahydropyrimidin-1-yl)-1,1-dioxo-3,4-dihydro-2H-thiochromene-6-carboxamide CC1(OC2=CC=CC=C2[C@H](C1)NC(=O)C=1C=C2[C@H](CCS(C2=CC1)(=O)=O)N1C(NC(CC1=O)(C)C)=N)C